OC1=C(C(/C=C/C2=CC(=C(C=C2)OCOC)CC=C(C)C)=O)C(=CC(=C1)OCOC)OCOC 2'-Hydroxy-4,4',6'-tris(methoxymethyloxy)-3-prenyl-chalcone